(R)-N-methyl-6-(2-methyl-2,3-dihydroimidazo[2,1-b]oxazol-6-yl)-5-((4-(trifluoromethyl)benzyl)amino)pyridine-2-sulfonamide CNS(=O)(=O)C1=NC(=C(C=C1)NCC1=CC=C(C=C1)C(F)(F)F)C=1N=C2O[C@@H](CN2C1)C